ethyl 4-[3-({4-[(tert-butoxycarbonyl)amino]-1-methylpyrrol-2-yl} formamido) propanamido]-1-methylimidazole-2-carboxylate C(C)(C)(C)OC(=O)NC=1C=C(N(C1)C)C(=O)NCCC(=O)NC=1N=C(N(C1)C)C(=O)OCC